4-chloro-N-((1S)-2-(2-fluoro-3-methylphenyl)-1-(5-oxo-4,5-dihydro-1,3,4-oxadiazol-2-yl)propyl)-2-methoxybenzenesulfonamide ClC1=CC(=C(C=C1)S(=O)(=O)N[C@@H](C(C)C1=C(C(=CC=C1)C)F)C=1OC(NN1)=O)OC